decane-2,9-dione CC(CCCCCCC(C)=O)=O